C(C=C)N=C(C1=CC=CC=C1)C1=CC=CC=C1 N-allyl-1,1-diphenylmethanimine